FC1=CC=C(COC2=CC=C(C(=O)NC3=CC=C4C(=NN(C4=C3)CCC3CCN(CC3)C)C)C=C2)C=C1 4-((4-fluorobenzyl)oxy)-N-(3-methyl-1-(2-(1-methylpiperidin-4-yl)ethyl)-1H-indazol-6-yl)benzamide